SCCC(=O)OC(CCC)OC(CCS)=O butanediol bis(3-mercapto propionate)